CC=1C=CC(=NC1)C1(CCN(CC1)C(=O)C=1C=NN(C1C)C1=NC=CC=C1)O 4-(5-methylpyridin-2-yl)-1-[(5-methyl-1-pyridin-2-yl-1H-pyrazol-4-yl)carbonyl]piperidin-4-ol